[Si](C1=CC=CC=C1)(C1=CC=CC=C1)(C(C)(C)C)OC[C@H]1[C@@H](N([C@H](C1)CO)[C@@H](C)C1=CC=CC=C1)C(=O)OC Methyl (2R,3R,5R)-3-(((tert-butyldiphenylsilyl)oxy)methyl)-5-(hydroxymethyl)-1-((S)-1-phenylethyl)pyrrolidine-2-carboxylate